4-((fluorosulfonyl)oxy)benzoic acid FS(=O)(=O)OC1=CC=C(C(=O)O)C=C1